threonyl-glutamic acid N[C@@H]([C@H](O)C)C(=O)N[C@@H](CCC(=O)O)C(=O)O